C(C1=CC=CC=C1)OC=1C(=C(C(=O)O)C(=CC1F)Br)F 3-(benzyloxy)-6-bromo-2,4-difluorobenzoic acid